5-(8-chloro-[1,2,4]triazolo[4,3-a]quinazolin-5-yl)-9-(3,3-dimethylbut-1-yn-1-yl)-2,3,4,5-tetrahydrobenzo[b][1,4]oxazepine ClC1=CC=C2C(=NC=3N(C2=C1)C=NN3)N3C1=C(OCCC3)C(=CC=C1)C#CC(C)(C)C